CS(=O)(=O)C1(CC1)C1=NN=C(O1)C(=O)N 5-(1-methanesulfonylcyclopropyl)-1,3,4-oxadiazole-2-carboxamide